N1(CCOCC1)C1=CC=C(CCC(CC)=O)C=C1 1-(4-morpholinyl-benzyl)butanone